7,10-dioxadispiro[2.2.46.23]dodecane C1CC12CCC1(OCCO1)CC2